4-[(2S,5R)-5-methyl-2-piperidyl]phenol C[C@@H]1CC[C@H](NC1)C1=CC=C(C=C1)O